BrC1=CC=C(CN2C=C(C3=CC(=CC=C23)C#N)C=O)C=C1 1-(4-bromobenzyl)-5-cyano-1H-indole-3-carbaldehyde